trimethylamine phosphate salt P(=O)(O)(O)O.CN(C)C